BrC1=C(C=CC=C1)C1=C(CCP(O1)(OCC)=O)[Se]C1=CC=CC=C1 6-(2-Bromophenyl)-2-ethoxy-5-(phenylselanyl)-3,4-dihydro-1,2-oxaphosphinine 2-oxide